(1H-indol-3-yl)-6-(piperidin-1-yl)-3,4-dihydroisoquinoline-2(1H)-carboxamide N1C=C(C2=CC=CC=C12)C1N(CCC2=CC(=CC=C12)N1CCCCC1)C(=O)N